N1(CCC1)C1=NC=C(C=N1)[C@@H](C)N1N=CC(=C1)NC(=O)C1=NC(=CN=C1C)C1=C(C(=CC=C1C(F)F)Cl)F |o1:10| (R or S)-N-(1-(1-(2-(azetidin-1-yl)pyrimidin-5-yl)ethyl)-1H-pyrazol-4-yl)-6-(3-chloro-6-(difluoromethyl)-2-fluorophenyl)-3-methylpyrazine-2-carboxamide